tert-butyl 2-chloro-4-methoxy-5,7-dihydro-6H-pyrrolo[3,4-d]pyrimidine-6-carboxylate ClC=1N=C(C2=C(N1)CN(C2)C(=O)OC(C)(C)C)OC